C1(=C(C(=C(C(=C1[2H])[2H])[2H])[2H])[2H])C(C)O 1-(phenyl-d5)ethan-1-ol